C(#N)C1=CC=C(C=C1)NC=1N=C(C2=C(N1)CCN(C2)C(=O)N2CCN(CC2)C)OC2=C(C=C(C#N)C=C2C)C 4-({2-[(4-cyanophenyl)amino]-6-(4-methylpiperazine-1-carbonyl)-5H,6H,7H,8H-pyrido[4,3-d]pyrimidin-4-yl}oxy)-3,5-dimethylbenzonitrile